C1(=CC=CC=C1)CC(=O)NC=1C=C(C=CC1)N1N=NC(=C1)C1=C(C(=O)O)C=CN=C1 (1-(3-(2-phenylacetamido)phenyl)-1H-1,2,3-triazol-4-yl)isonicotinic acid